p-(phenoxyphenoxy)bromobenzene O(C1=CC=CC=C1)C1=C(OC2=CC=C(C=C2)Br)C=CC=C1